ClC1=CC2=C(N(C(N=C2N2[C@H](CN(CC2)C(C=C)=O)C)=O)C2=C(C=CC=C2)C(C)C)N=C1C1=C(C=CC(=C1)O)Cl 6-chloro-7-(2-chloro-5-hydroxy-phenyl)-4-((2S)-2-methyl-4-(2-propenoyl)-1-piperazinyl)-1-(2-(2-propanyl)phenyl)pyrido[2,3-d]pyrimidin-2(1H)-one